C(C)(=O)OCCOC1=NC=C(C=C1)N1C[C@H](CCC1)N(CC1=CC(=NC=C1)C)CC1=CN(C2=CC=CC=C2C1=O)C 2-({5-[(3S)-3-{[(1-methyl-4-oxo-1,4-dihydroquinolin-3-yl)methyl][(2-methylpyridin-4-yl)methyl]amino}piperidin-1-yl]pyridin-2-yl}oxy)ethyl acetate